tert-butyl-(3R)-3-[7-chloro-3-(2-fluoro-6-methyl-phenyl)-2-oxo-4H-pyrimido[4,5-d]pyrimidin-1-yl]pyrrolidine-1-carboxylate C(C)(C)(C)OC(=O)N1C[C@@H](CC1)N1C(N(CC=2C1=NC(=NC2)Cl)C2=C(C=CC=C2C)F)=O